FC1=CC(=CC2=CN(N=C12)C1CCN(CC1)C(=O)OC(C)(C)C)C1=CC2=CN(N=C2C(=C1O)C)C tert-butyl 4-[7-fluoro-5-(6-hydroxy-2,7-dimethyl-indazol-5-yl)indazol-2-yl]piperidine-1-carboxylate